tert-butyl 4-[3-chloro-5-methyl-7H-pyrrolo[2,3-c]pyridazin-6-yl]piperidine-1-carboxylate ClC1=CC2=C(N=N1)NC(=C2C)C2CCN(CC2)C(=O)OC(C)(C)C